1-(4-(2-(4-chlorophenyl)-but-3-yn-2-yl)-5-fluoro-thiazol-2-yl)-3-(2-hydroxy-ethyl)urea ClC1=CC=C(C=C1)C(C)(C#C)C=1N=C(SC1F)NC(=O)NCCO